C(C)(C)(C)OC(=O)N1C(C2(C1)CCCCC2)CN2CCNCC2 (piperazin-1-ylmethyl)-2-azaspiro[3.5]nonane-2-carboxylic acid tert-butyl ester